N1=CC=CC2=CC(=CC=C12)/C=C/C(=O)OC1C(CCC(C1)C)C(C)C 2-Isopropyl-5-methylcyclohexyl (E)-3-(quinolin-6-yl)acrylate